N1=C(N=CC=C1)C(C)(CC)O 2-pyrimidin-2-yl-butan-2-ol